2-(7-((1R,2R)-2-(fluoromethyl)cyclobutyl)-6,7-dihydro-5H-pyrrolo[2,3-c]pyridazin-3-yl)-3-methyl-5-(trifluoromethyl)phenol FC[C@H]1[C@@H](CC1)N1CCC2=C1N=NC(=C2)C2=C(C=C(C=C2C)C(F)(F)F)O